The molecule is a 1,2-diacyl-sn-glycerol in which the 1- and 2-acyl groups are specified as palmitoyl and (8Z,11Z,14Z-eicosatrienoyl respectively. It has a role as a mouse metabolite. It derives from a hexadecanoic acid and an all-cis-icosa-8,11,14-trienoic acid. CCCCCCCCCCCCCCCC(=O)OC[C@H](CO)OC(=O)CCCCCC/C=C\\C/C=C\\C/C=C\\CCCCC